7-methoxy-1-methyl-1H-benzo[d][1,2,3]triazol-5-ol COC1=CC(=CC2=C1N(N=N2)C)O